(R)-4,4-dimethyl-2-oxotetrahydrofuran-3-yl 7-(1-methoxyethyl)-2-methylthiazolo[5,4-b]pyridine-6-carboxylate COC(C)C1=C2C(=NC=C1C(=O)O[C@H]1C(OCC1(C)C)=O)SC(=N2)C